CP(C=1C=C(C=CC1)C1=CC(=CC=C1)C=1C2=CC=CC=C2C(=C2C=CC=CC12)C1=CC=CC=C1)(C)=O Dimethyl-(3'-(10-phenylanthracen-9-yl)-[1,1'-biphenyl]-3-yl)phosphine oxide